C(#N)COC(COC1=C(C=CC=C1)OC1=C(C=C(C(=C1)N1C(N(C(=CC1=O)C(F)(F)F)C)=O)F)[N+](=O)[O-])=O Cyanomethyl-(2-{4-fluoro-5-[3-methyl-2,6-dioxo-4-(trifluoromethyl)-3,6-dihydropyrimidin-1(2H)-yl]-2-nitrophenoxy}phenoxy)acetate